C1(CCCCC1)[C@@H]1N(C[C@H](CC1)C)C(C(=O)NC=1C=C(C(=NC1)NC(OC(C)(C)C)=O)C)=O tert-butyl N-[5-[[2-[(2R,5S)-2-cyclohexyl-5-methyl-1-piperidyl]-2-oxo-acetyl]amino]-3-methyl-2-pyridyl]carbamate